3-[2,4-difluoro-6-[2-fluoro-3-[[(2S,3R,4S)-4-fluoro-3-(fluoromethylsulfonylamino)-2-piperidinyl]methyl]phenyl]phenoxy]propanoic acid FC1=C(OCCC(=O)O)C(=CC(=C1)F)C1=C(C(=CC=C1)C[C@@H]1NCC[C@@H]([C@@H]1NS(=O)(=O)CF)F)F